N1=C2N(C=C1)C(CC2)COC=2C=NC=CC2C2=C(C=1C(NCCC1N2)=O)NC2=C(C(=CC=C2)F)OC 2-(3-((6,7-dihydro-5H-pyrrolo[1,2-a]imidazol-5-yl)methoxy)pyridin-4-yl)-3-((3-fluoro-2-methoxyphenyl)amino)-1,5,6,7-tetrahydro-4H-pyrrolo[3,2-c]pyridin-4-one